(Z)-2-(2,6-dioxopiperidin-3-yl)-5-(4-(6,6,6-trifluoro-5-(4-(1-(4-hydroxyphenyl)-2-phenylbut-1-en-1-yl)phenoxy)hexyl)piperazin-1-yl)isoindoline-1,3-dione O=C1NC(CCC1N1C(C2=CC=C(C=C2C1=O)N1CCN(CC1)CCCCC(C(F)(F)F)OC1=CC=C(C=C1)\C(=C(\CC)/C1=CC=CC=C1)\C1=CC=C(C=C1)O)=O)=O